3-amino-N-{[1-(2-{[1-(3-chloro(2-pyridyl))-isopropyl]amino}pyrimidin-5-yl)pyrazol-4-yl]methyl}propanamide NCCC(=O)NCC=1C=NN(C1)C=1C=NC(=NC1)NC(C)(C)C1=NC=CC=C1Cl